4-((5-(4,4,5,5-tetramethyl-1,3,2-dioxaborolan-2-yl)thiophen-2-yl)methyl)morpholine CC1(OB(OC1(C)C)C1=CC=C(S1)CN1CCOCC1)C